C(C)(C)(C)OC(=O)N1C(COCC1)C1=NC=CC(=C1)NC(=O)OCC1=CC=CC=C1 3-(4-(((benzyloxy)carbonyl)amino)pyridin-2-yl)morpholine-4-carboxylic acid tert-butyl ester